(R)-N-[(1E)-(5-bromo-2-fluorophenyl)methylidene]-2-methylpropane-2-sulfinamide [6-hydroxy-3,4,5-tris(3-nitropropanoyloxy)oxan-2-yl]methyl-3-nitropropanoate OC1C(C(C(C(O1)COC(CC[N+](=O)[O-])=O)OC(CC[N+](=O)[O-])=O)OC(CC[N+](=O)[O-])=O)OC(CC[N+](=O)[O-])=O.BrC=1C=CC(=C(C1)\C=N\[S@](=O)C(C)(C)C)F